CSC1=NC(=CC(=N1)C=1NC=CC1)C(F)(F)F (methylthio)-4-(1H-pyrrol-2-yl)-6-(trifluoromethyl)pyrimidine